indium-cesium-boron [B].[Cs].[In]